N-(2,5-dioxo-1-phenyl-3-pyrrolidinyl)-N-phenylfumaramidic acid O=C1N(C(CC1N(C(\C=C\C(=O)O)=O)C1=CC=CC=C1)=O)C1=CC=CC=C1